N1CCC(CC1)COC1CCN(CC1)C(=O)OC(C)(C)C tert-butyl 4-(piperidine-4-ylmethoxy)piperidine-1-carboxylate